2-(4'-tert-butylphenyl)ethanol C(C)(C)(C)C1=CC=C(C=C1)CCO